BrC1=C(C=C2C(=N1)C(CN2C(C)=O)(C)C)CC2=C(C=C(C=C2)F)OC 1-(5-bromo-6-(4-fluoro-2-methoxybenzyl)-3,3-dimethyl-2,3-dihydro-1H-pyrrolo[3,2-b]pyridin-1-yl)ethan-1-one